dicobalt nickel tetrasulfide [Ni](=S)(=S)(=S)=S.[Co].[Co]